ClC=1C(=C(C=CC1)CCC(C)(S(=O)N)C)SC1=C(C=CC=C1)C=O [[3-chloro-2-(2-formylphenyl)sulfanyl-phenyl]methyl]-2-methyl-propane-2-sulfinamide